OCN1C(N(CC1=O)CO)=O 1,3-di(hydroxymethyl)-2,5-dioxoimidazolidin